BrC1=C(C=C2C=NC(=NC2=C1)NC=1C=NN(C1C)CC)Cl 7-bromo-6-chloro-N-(1-ethyl-5-methyl-1H-pyrazol-4-yl)quinazolin-2-amine